C(=O)=C(C1CCN2C(O1)=NC(=C2)[N+](=O)[O-])N 1-carbonyl-(2-nitro-6,7-dihydro-5H-imidazo[2,1-b][1,3]oxazin-7-yl)methylamine